C(C)(C)C=1C=NN2C1N=C(C=C2NC2CCN(CC2)C(=O)OCC2(CNC2)F)C=2C=NC=CC2 (3-fluoroazetidine-3-yl)methyl 4-((3-isopropyl-5-(pyridin-3-yl)pyrazolo[1,5-a]pyrimidin-7-yl)amino)piperidine-1-carboxylate